methyl 3-(2-(5-((6-amino-8-bromo-2-fluoro-9H-purin-9-yl)methyl)-2-oxopyridin-1(2H)-yl)ethyl)benzoate NC1=C2N=C(N(C2=NC(=N1)F)CC=1C=CC(N(C1)CCC=1C=C(C(=O)OC)C=CC1)=O)Br